C(C)(C)\[N+](=C/CC(C)C1=CC(=CC=C1)C(C)C)\[O-] (e)-N-isopropyl-3-(3-isopropylphenyl)butan-1-imine oxide